CN(C)CC=1C=C(OC2CCN(CC2)CC(CC#N)N2N=CC(=C2)C=2C3=C(N=CN2)NC=C3)C=C(C1)F 4-(4-{3-[(dimethylamino)methyl]-5-fluorophenoxy}piperidin-1-yl)-3-[4-(7H-pyrrolo[2,3-d]pyrimidin-4-yl)-1H-pyrazol-1-yl]butanenitrile